6-[1-(Azetidin-3-ylmethyl)-6-[2-(1-methyl-4-phenyl-imidazol-2-yl)ethynyl]pyrazolo[3,4-d]pyrimidin-4-yl]-2-oxa-6-azaspiro[3.3]heptane N1CC(C1)CN1N=CC=2C1=NC(=NC2N2CC1(COC1)C2)C#CC=2N(C=C(N2)C2=CC=CC=C2)C